2-[4-[(3R,5R,8R,9S,10S,13R,14S,17R)-3-hydroxy-10,13-dimethyl-2,3,4,5,6,7,8,9,11,12,14,15,16,17-tetradecahydro-1H-cyclopenta[a]phenanthren-17-yl]pentanoylamino]ethanesulfonic acid O[C@@H]1CC[C@@]2([C@H]3CC[C@@]4([C@H](CC[C@H]4[C@@H]3CC[C@@H]2C1)C(CCC(=O)NCCS(=O)(=O)O)C)C)C